FC1=CC=C(C=C1)N1CC=2C(=NC=CC2C1)C1=C(C=CC=C1)OC 2-(4-fluorophenyl)-4-(2-methoxyphenyl)-2,3-dihydro-1H-pyrrolo[3,4-c]pyridine